CC1=CC(=NC=C1C#N)N1N=NC(=C1)CN1C[C@@H](N[C@@H](C1)C=1C(=C2COC(C2=CC1)=O)C)C 4-methyl-6-(4-(((3S,5R)-3-methyl-5-(4-methyl-1-oxo-1,3-dihydroisobenzofuran-5-yl)piperazin-1-yl)methyl)-1H-1,2,3-triazol-1-yl)nicotinonitrile